C(C)(C)(C)OC(=O)N1C=CC2=C(C(=CC(=C12)C)OC)Br 4-bromo-5-methoxy-7-methyl-1H-indole-1-carboxylic acid tert-butyl ester